OCC1=CC=C(C=C1)B(O)O 4-hydroxymethylphenylboronic acid